5-[(4S)-3-(4-chlorophenyl)-4-phenyl-4,5-dihydropyrazol-1-yl]-4-methyl-2H-1,2,4-triazol-3-one ClC1=CC=C(C=C1)C1=NN(C[C@@H]1C1=CC=CC=C1)C=1N(C(NN1)=O)C